C(/C)=C/1\CN(CC[C@H]1C(=O)C=1NC2=CC(=CC=C2C1)F)CC1=CC=C(C=C1)OC [(3E,4R)-3-ethylidene-1-(4-methoxybenzyl)piperidin-4-yl](6-fluoro-1H-indol-2-yl)methanone